butyl-2-benzothiazolyl-sulfenamide ethyl-(5-bromo-2-(1-hydroxyethyl)phenyl)carbamate C(C)N(C(O)=O)C1=C(C=CC(=C1)Br)C(C)O.C(CCC)NSC=1SC2=C(N1)C=CC=C2